OC1CCC(C=2C=C(C=NC12)C)C(=O)N 8-hydroxy-3-methyl-5,6,7,8-tetrahydrochinolin-5-carboxamid